diazooxazine [N+](=[N-])=C1NOC=CC1